Cl.N1CCC2=CC(=CC=C12)C1=CN=C2C(NC=NN21)=O 7-(indolin-5-yl)imidazo[2,1-f][1,2,4]Triazin-4(3H)-one hydrochloride